3-(6-((1S,6R,7R)-7-(aminomethyl)-7-(2-fluorophenyl)-3-azabicyclo[4.1.0]heptan-3-yl)-1H-pyrazolo[3,4-b]pyrazin-3-yl)-2,6-difluorophenol NC[C@@]1([C@@H]2CCN(C[C@H]12)C1=CN=C2C(=N1)NN=C2C=2C(=C(C(=CC2)F)O)F)C2=C(C=CC=C2)F